CN1C(=N\C(\C1=O)=C/C1=CC2=C(N=CN2C)C=C1)NCC=1SC=C(N1)C (5Z)-3-Methyl-5-[(3-methylbenzimidazol-5-yl)methylene]-2-[(4-methylthiazol-2-yl)methylamino]imidazol-4-one